3-benzyl-1-(trans-4-((5-chloro-4-(methylamino)pyrimidin-2-yl)amino)cyclohexyl)-1-(4-(1-methyl-1H-pyrazol-4-yl)phenyl)urea C(C1=CC=CC=C1)NC(N(C1=CC=C(C=C1)C=1C=NN(C1)C)[C@@H]1CC[C@H](CC1)NC1=NC=C(C(=N1)NC)Cl)=O